tert-butyl N-[(R)-[(2S)-8-cyano-3-oxo-4H-pyrido[4,3-b][1,4]oxazin-2-yl]-phenyl-methyl]carbamate C(#N)C1=CN=CC2=C1O[C@H](C(N2)=O)[C@H](NC(OC(C)(C)C)=O)C2=CC=CC=C2